CC1(CC1)C(=O)N1[C@@H](CN[C@H](C1)C=1C=CC2=C(N=CS2)C1)C |r| (1-methylcyclopropyl)-[rac-(2R,5S)-5-(1,3-benzothiazol-5-yl)-2-methyl-piperazin-1-yl]methanone